mono-hydrogen peroxide OO